COC=1C=CC2=C(NC=N2)C1 6-methoxy-1H-benzo[d]imidazol